5-[3-(tert-butoxycarbonylamino)propyl-(5-nonoxycarbonyloxypentyl)amino]pentyl nonyl carbonate C(OCCCCCN(CCCCCOC(=O)OCCCCCCCCC)CCCNC(=O)OC(C)(C)C)(OCCCCCCCCC)=O